ClC1=C2C(NC=NC2=CC=C1SC=1N=CC(=NC1)N1CCC2(CC1)[C@@H](C1=CC=CC=C1C2)NS(=O)C(C)(C)C)=O N-((S)-1'-(5-((5-chloro-4-oxo-3,4-dihydroquinazoline-6-yl)thio)pyrazin-2-yl)-1,3-dihydrospiro[indene-2,4'-piperidin]-1-yl)-2-methylpropane-2-sulfinamide